CC1=C(C=CC(=C1)C)S(=O)(=O)N1CCC2(CN(C2)C(=O)OC(C)(C)C)CC1 tert-butyl 7-((2,4-dimethylphenyl)sulfonyl)-2,7-diazaspiro[3.5]nonane-2-carboxylate